FC=1C=NC(=NC1)N1CCN(CC1)C(CCOCC(C)N1N=C(C2=C1C=NNC2=O)C(F)(F)F)=O 1-(1-(3-(4-(5-fluoropyrimidin-2-yl)piperazin-1-yl)-3-oxopropoxy)propan-2-yl)-3-(trifluoromethyl)-1,5-dihydro-4H-pyrazolo[3,4-d]pyridazin-4-one